NN1N=NC2=C1C=CC=C2 1-aminobenzotriazole